(4-((2,5-dichloropyrimidin-4-yl)amino)-2'-fluoro-[1,1'-biphenyl]-3-yl)dimethylphosphine oxide ClC1=NC=C(C(=N1)NC1=C(C=C(C=C1)C1=C(C=CC=C1)F)P(C)(C)=O)Cl